ClC=1C=C(C2=C(C=C(O2)CNC(=O)C=2C=NN3C2N=CC=C3)C1)C(=O)OC1CC(C1)C#N 3-Cyanocyclobutyl 5-chloro-2-((pyrazolo[1,5-a]pyrimidine-3-carboxamido)methyl)benzofuran-7-carboxylate